C(C=C)(=O)N1[C@H](CN(CC1)C1=CC(=NC=2CN(CCC12)C1=CC=CC2=CC=CC(=C12)C)C(=O)NC[C@H]1NCCC1)CC#N 4-((S)-4-acryloyl-3-(cyanomethyl)piperazin-1-yl)-7-(8-methylnaphthalen-1-yl)-N-(((S)-pyrrolidin-2-yl)methyl)-5,6,7,8-tetrahydro-1,7-naphthyridine-2-carboxamide